2-(1-naphthyl)-4-phenethyl-1,2,4-thiadiazole-3,5-dione C1(=CC=CC2=CC=CC=C12)N1SC(N(C1=O)CCC1=CC=CC=C1)=O